BrCC1=CC=C(OCC2(OCCO2)C(F)(F)F)C=C1 2-[[4-(bromomethyl)phenoxy]methyl]-2-(trifluoromethyl)-1,3-dioxolane